ClC1=C(N=C(S1)NC([C@@H](C1=CC=C(C=C1)C=1N=NN(N1)C)[C@H]1CC(CC1)(F)F)=O)C (R)-N-(5-chloro-4-methylthiazol-2-yl)-2-((R)-3,3-difluorocyclopentyl)-2-(4-(2-methyl-2H-tetrazol-5-yl)phenyl)acetamide